4-(chloromethyl)-3-(2,6-dichlorophenyl)-5-(1-fluorocyclopropyl)-1,2-oxazole ClCC=1C(=NOC1C1(CC1)F)C1=C(C=CC=C1Cl)Cl